C1CN(CCC12CCNCC2)CC2CCN(CC2)C2=CC1=C(N(C(N1C(C)C)=O)C1C(NC(CC1)=O)=O)C=C2 3-(5-(4-((3,9-diazaspiro[5.5]undecan-3-yl)methyl)piperidin-1-yl)-3-isopropyl-2-oxo-2,3-dihydro-1H-benzo[d]imidazol-1-yl)piperidine-2,6-dione